C(C)OC(=O)C1(OC(CC(C1)O)(C)C)C.C1(CC1)COC1=C(C=C(C(=O)NC2CCN(CC2)C)C=C1OC)OC 4-(cyclopropylmethoxy)-3,5-dimethoxy-N-(1-methylpiperidin-4-yl)benzamide ethyl-4-hydroxy-2,6,6-trimethyl-tetrahydropyran-2-carboxylate